(S)-2-(4-(6-((4-chlorobenzyl)oxy)-5-fluoropyridin-2-yl)-2,3,6-trifluorobenzyl)-1-(4,4-dimethyltetrahydrofuran-3-yl)-1H-benzo[d]imidazole-6-carboxylic acid ClC1=CC=C(COC2=C(C=CC(=N2)C2=C(C(=C(CC3=NC4=C(N3[C@@H]3COCC3(C)C)C=C(C=C4)C(=O)O)C(=C2)F)F)F)F)C=C1